4-(2-hydroxy-7-((5-methoxy-7-methyl-1H-indol-4-yl)methyl)-7-azaspiro[3.5]nonan-6-yl)benzoic acid OC1CC2(C1)CC(N(CC2)CC2=C1C=CNC1=C(C=C2OC)C)C2=CC=C(C(=O)O)C=C2